FC(C(=O)O)(F)F.NC1=NN2C(N=CC=C2)=C1C(=O)NC(C)C=1C=C(C=2N(C1N1CCS(CC1)=O)C=NC2)Cl 2-Amino-N-(1-[8-chloro-5-(1-oxidothiomorpholin-4-yl)-imidazo[1,5-a]pyridin-6-yl]-ethyl)pyrazolo[1,5-a]pyrimidine-3-carboxamide trifluoro-acetate salt